p-aminobenzyl alcohol C1=CC(=CC=C1CO)N